ClC1=C(C(=O)NC2=NN=NN2C)C=CC(=C1S(=O)(=O)C)I 2-chloro-4-iodo-3-(methylsulfonyl)-N-(1-methyl-1H-tetrazol-5-yl)benzamide